tert-butyl 4-(8-methyl-6-oxo-5-((3-(trifluoromethyl)pyrazin-2-yl)methyl)-5,6-dihydropyrido[2,3-b]pyrazin-7-yl)piperidine-1-carboxylate CC1=C(C(N(C2=NC=CN=C21)CC2=NC=CN=C2C(F)(F)F)=O)C2CCN(CC2)C(=O)OC(C)(C)C